O=C1NC(CCC1N1C(C2=CC=CC(=C2C1)C#CCCC=1C(=NC=C(C1)C=1N=CC2=C(C=CC=C2C1)N1N=C(C2=C1CN(C(C2)=O)C)CC)C(=O)N)=O)=O (4-(2-(2,6-Dioxopiperidin-3-yl)-1-oxoisoindolin-4-yl)but-3-yn-1-yl)-5-(8-(3-ethyl-6-methyl-5-oxo-4,5,6,7-tetrahydro-1H-pyrazolo[3,4-c]pyridin-1-yl)isoquinolin-3-yl)picolinamide